ClC1=C(C=C2C(C(=CN(C2=N1)C1=C(C=C(C=C1F)F)F)C(=O)NC(C)(C(C(F)(F)F)(F)F)C)=O)F 7-Chloro-6-fluoro-4-oxo-N-(3,3,4,4,4-pentafluoro-2-methylbutan-2-yl)-1-(2,4,6-trifluoro-phenyl)-1,4-dihydro-1,8-naphthyridine-3-carboxamide